C12(C=CC(CC1)C2)C=2C=CC=C1C2C(=O)OC1=O norbornenephthalic anhydride